C(#N)C=1C=C(C=CC1)NC(C1=C(N=C(C=C1)C(F)(F)F)N1CCC(CCC1)(F)F)=O N-(3-cyanophenyl)-2-(4,4-difluoroazepan-1-yl)-6-(trifluoromethyl)nicotinamide